2-[3-[(1R)-1-aminoethyl]-2-fluoro-phenyl]-2,2-difluoro-ethanol N[C@H](C)C=1C(=C(C=CC1)C(CO)(F)F)F